tert-butyl 4-fluorobenzoate FC1=CC=C(C(=O)OC(C)(C)C)C=C1